C1=CC=C(C=C1)C[C@H](C(=O)O)O (-)-3-phenyllactic acid